BrC1=C2C3(C(NC2=CC(=C1)C(=O)OC)=O)CCCC3 methyl 4'-bromo-2'-oxospiro[cyclopentane-1,3'-indoline]-6'-carboxylate